FC1=CC=C(C=C1)C(CC1=NC=CC=C1C)=C(C1=CC=CC=C1)C1=CC=CC=C1 2-(2-(4-fluorophenyl)-3,3-diphenylallyl)-3-methylpyridine